[(1R,3S)-3-[1-tert-butyl-5-(pyridazin-3-ylamino)pyrazol-3-yl]cyclopentyl] N-(1-methylcyclopropyl)carbamate CC1(CC1)NC(O[C@H]1C[C@H](CC1)C1=NN(C(=C1)NC=1N=NC=CC1)C(C)(C)C)=O